3-(2-methyl-5-phenylpyrazol-3-yl)oxy-4-[4-(7-oxo-1,4-diazepan-1-yl)pyrazol-1-yl]benzonitrile CN1N=C(C=C1OC=1C=C(C#N)C=CC1N1N=CC(=C1)N1CCNCCC1=O)C1=CC=CC=C1